4-(((6-chlorobenzo[d]oxazol-2-yl)thio)methyl)benzoic acid ClC1=CC2=C(N=C(O2)SCC2=CC=C(C(=O)O)C=C2)C=C1